5-(1-(1,3-difluoropropan-2-yl)-1H-benzo[d][1,2,3]triazol-6-yl)-N-((3S,4S)-3-fluoro-1-(2-methoxyethyl)piperidin-4-yl)-4-methoxypyrrolo[2,1-f][1,2,4]triazin-2-amine FCC(CF)N1N=NC2=C1C=C(C=C2)C=2C=CN1N=C(N=C(C12)OC)N[C@@H]1[C@H](CN(CC1)CCOC)F